N-({4-[6-(3,4-difluorophenyl)pyridine-2-sulfonyl]phenyl}methyl)-1H-pyrazolo[3,4-b]pyridine-5-carboxamide FC=1C=C(C=CC1F)C1=CC=CC(=N1)S(=O)(=O)C1=CC=C(C=C1)CNC(=O)C=1C=C2C(=NC1)NN=C2